1-Octyl-4-butylpyridinium fluorid [F-].C(CCCCCCC)[N+]1=CC=C(C=C1)CCCC